2-(5-(5-chloro-2-((oxacyclohex-4-yl)amino)pyrimidin-4-yl)-3-oxo-2-(2-oxo-2-((2-phenylprop-2-yl)amino)ethyl)isoindolin-1-yl)acetic acid methyl ester COC(CC1N(C(C2=CC(=CC=C12)C1=NC(=NC=C1Cl)NC1CCOCC1)=O)CC(NC(C)(C)C1=CC=CC=C1)=O)=O